triethylene glycol di(2-ethylbutanoate) C(C)C(C(=O)OCCOCCOCCOC(C(CC)CC)=O)CC